2-(2,6-dioxopiperidin-3-yl)-4-((2-hydroxyethyl)amino)isoindoline-1,3-dione O=C1NC(CCC1N1C(C2=CC=CC(=C2C1=O)NCCO)=O)=O